3-((2-(difluoromethyl)phenyl)ethynyl)azetidine FC(C1=C(C=CC=C1)C#CC1CNC1)F